2-butyl-azophenol C(CCC)C1(C(C=CC=C1)O)N=NC1=C(C=CC=C1)O